N-(5-((2-(9-azabicyclo[3.3.1]nonan-9-yl)ethyl)carbamoyl)-2-methylpyridin-3-yl)-2-(1-methyl-1H-pyrazol-4-yl)pyrazolo[5,1-b]thiazole-7-carboxamide C12CCCC(CCC1)N2CCNC(=O)C=2C=C(C(=NC2)C)NC(=O)C=2C=NN1C2SC(=C1)C=1C=NN(C1)C